FCCOC=1C=C2C(=CC=NC2=CC1)C(=O)O 6-(2-fluoroethoxy)quinoline-4-carboxylic acid